(rac)-1-methyl-4-[4-(5-methyl-1,3-benzoxazol-2-yl)piperidin-1-yl]-2-oxo-7-[(oxolan-3-yl)oxy]-1,2-dihydroquinoline-3-carbonitrile CN1C(C(=C(C2=CC=C(C=C12)O[C@H]1COCC1)N1CCC(CC1)C=1OC2=C(N1)C=C(C=C2)C)C#N)=O |r|